[Si](C)(C)(C(C)(C)C)OC\C(\[2H])=N\[S@](=O)C(C)(C)C (R)-N-[(1E)-2-[(tert-butyldimethylsilyl)oxy](1-2H)ethylidene]-2-methylpropane-2-sulfinamide